[Ni].C(C1=CC=CC=C1)=CC(=O)C=CC1=CC=CC=C1.C(C1=CC=CC=C1)=CC(=O)C=CC1=CC=CC=C1 bis-(dibenzylideneacetone) nickel